C(CCCCC)NC(=O)[C@H]1CN(CCN1C(CCCCCCC)=O)C(=O)C1=CC=C(C(=O)N2C[C@H]([C@@H](C2)C(=O)N[C@@H]2[C@H](C2)C2=CC=CC=C2)C(=O)N[C@@H]2[C@H](C2)C2=CC=CC=C2)C=C1 (3S,4S)-1-(4-((R)-3-(hexylcarbamoyl)-4-octanoylpiperazine-1-carbonyl)benzoyl)-N3,N4-bis((1S,2R)-2-phenylcyclopropyl)pyrrolidine-3,4-dicarboxamide